N-(3-(3-cyanopiperidin-1-yl)-1H-pyrazol-4-yl)pyrazolo[1,5-a]pyrimidine-3-carboxamide C(#N)C1CN(CCC1)C1=NNC=C1NC(=O)C=1C=NN2C1N=CC=C2